ethyl-p-methoxyphenyl-carbodiimide methacrylate C(C(=C)C)(=O)O.C(C)N=C=NC1=CC=C(C=C1)OC